2-(difluoromethoxy)-3-fluoro-4-(4-methylpiperazin-1-yl)aniline FC(OC1=C(N)C=CC(=C1F)N1CCN(CC1)C)F